C[NH+](CCC[N+](C)(C)C)C N1,N1,N3,N3,N3-pentamethylpropane-1,3-diaminium